NC=1C(=NC(=CC1)C(=O)O)C(=O)O amino-2,6-pyridinedicarboxylic acid